nitrilotrimethylene phosphorothioate P12(OCN(CO2)CO1)=S